4-[(1R,3R)-3-(3-cyclopentyl-1,2,4-oxadiazol-5-yl)-2,2-dimethylcyclopropyl]benzenesulfonamide tert-butyl-(4-(6-methoxypyridin-2-yl)benzyl)carbamate C(C)(C)(C)N(C(O)=O)CC1=CC=C(C=C1)C1=NC(=CC=C1)OC.C1(CCCC1)C1=NOC(=N1)[C@H]1C([C@@H]1C1=CC=C(C=C1)S(=O)(=O)N)(C)C